C(C)(C)(C)OC(=O)N1CC(CC1)CCCCCC1=NC2=NC=CC=C2C=C1 3-(5-(1,8-naphthyridin-2-yl)pentyl)pyrrolidine-1-carboxylic acid (R)-tert-butyl ester